NC1=C(C=CC=C1)[O-] Aminophenolate